C(C)[NH+]1CCCC1CC 1,5-diethylpyrrolidinium